[C@H]12CN(C[C@H](CC1)N2)C2=NC(=NC1=C(C(=CC=C21)C2=CC(=CC1=CC=CC=C21)O)F)OC(C)CCBr 4-(4-((1R,5S)-3,8-diazabicyclo[3.2.1]octan-3-yl)-2-((4-bromobutan-2-yl)oxy)-8-fluoroquinazolin-7-yl)naphthalen-2-ol